C(C)(C)NC(O[C@H]1C[C@H](CC1)C1=CC(=NN1)NC(COC1=C(C(=CC(=C1)C)O)C=O)=O)=O (1R,3S)-3-(3-(2-(2-formyl-3-hydroxy-5-methylphenoxy)acetamido)-1H-pyrazol-5-yl)cyclopentyl isopropylcarbamate